[4-(4-Fluoro-3-methyl-phenyl)-sulfonylmorpholin-2-yl]-N,N-dimethyl-benzothiophen-2-carboxamid FC1=C(C=C(C=C1)S(=O)(=O)N1CC(OCC1)C1=C(SC2=C1C=CC=C2)C(=O)N(C)C)C